COS(=O)(=O)C1=CC=C(C)C=C1.O1CCN(CC1)CCN=C=N (2-morpholinoethyl)carbodiimide methyl-p-toluenesulfonate